2-Amino-6-(2-amino-2-oxoethyl)-N-cyclopropyl-7-oxo-6-phenyl-4,5,6,7-tetrahydrobenzo[b]thiophene-3-carboxamide NC1=C(C2=C(S1)C(C(CC2)(C2=CC=CC=C2)CC(=O)N)=O)C(=O)NC2CC2